ClC1=C2C(=CNC2=C(C=C1)N1CCC(CC1)C1=CC=C(C=C1)OCCCC1OCCO1)C#N 4-Chloro-7-(4-{4-[3-(1,3-dioxolan-2-yl)propoxy]phenyl}piperidin-1-yl)-1H-indole-3-carbonitrile